4-((1R,4R)-4-((R)-3-(2-isopropoxyphenyl)piperazin-1-yl)cyclohexyl)-3-methylmorpholine C(C)(C)OC1=C(C=CC=C1)[C@@H]1CN(CCN1)C1CCC(CC1)N1C(COCC1)C